C(C)N1N=CC(=C1)CN1C(N(C=C1)C1=C(C(=CC(=C1)N1C[C@H](OCC1)C)C(F)(F)F)F)=O 1-[(1-ethyl-1H-pyrazol-4-yl)methyl]-3-{2-fluoro-5-[(2R)-2-methylmorpholin-4-yl]-3-(trifluoromethyl)phenyl}-1,3-dihydro-2H-imidazol-2-one